[Br-].[Br-].C(CCCCCCCCCCCCCCC)[N+]1=CC=C(C=C1)C1=CC=[N+](C=C1)CCCCCCCCCCCCCCCC 1,1'-dihexadecyl-4,4'-bipyridinium Dibromide